2-(((3R,4S)-3-fluoro-4-methoxypiperidin-1-yl)methyl)-6-(3-(1-(4-methyl-4H-1,2,4-triazol-3-yl)cyclobutyl)phenyl)-4-(trifluoromethyl)-1,6-dihydro-7H-pyrrolo[2,3-c]pyridin-7-one F[C@@H]1CN(CC[C@@H]1OC)CC1=CC2=C(C(N(C=C2C(F)(F)F)C2=CC(=CC=C2)C2(CCC2)C2=NN=CN2C)=O)N1